molybdenum diphosphinate [PH2]([O-])=O.[PH2]([O-])=O.[Mo+2]